N-(3,5-dichloropyridin-4-yl)-4-(difluoromethoxy)-3-hydroxybenzamide ClC=1C=NC=C(C1NC(C1=CC(=C(C=C1)OC(F)F)O)=O)Cl